O1C(C1)COC1=CC=C(C=C1)C(C1=CC=C(OCC2(COC2)CO)C=C1)C1=CC=C(C=C1)OCC1OC1 (3-((4-(bis(4-(oxiran-2-ylmethoxy)phenyl)methyl)phenoxy)methyl)oxetan-3-yl)methanol